C(CCCCCCCCCCCCCCCCC)(=O)[O-].C(CCCCCCCCCCCCCCCCC)(=O)[O-].C(CCCCCCCCCCCCCCCCC)(=O)[O-].CC([O-])C.[Ti+4] titanium isopropoxide tristearate